C(C)(C)(C)OC(=O)N1CCC2(CN(C2)C2=CC=C3C(=NN(C3=C2)C)N2C(NC(CC2)=O)=O)CC1.C(CCC)[Sn](C#CC1=CC=CC=C1)(CCCC)CCCC tributyl-(phenylethynyl)stannane tert-butyl-2-(3-(2,4-dioxotetrahydropyrimidin-1(2H)-yl)-1-methyl-1H-indazol-6-yl)-2,7-diazaspiro[3.5]nonane-7-carboxylate